FC=1C=C(C=CC1N1CCNCC1)N1C(NC(CC1)=O)=O 1-(3-fluoro-4-(piperazin-1-yl)phenyl)dihydropyrimidine-2,4(1H,3H)-dione